3-oxo-3,4-dihydro-1H-spiro[pyrido[2,3-b]pyrazine-2,3'-pyrrolidine]-1'-carbonitrile O=C1NC2=C(NC13CN(CC3)C#N)C=CC=N2